[2-[[4-[5-(3-methylpyrrolidin-1-yl)-3-pyridyl]triazol-1-yl]methyl]imidazo[1,2-a]pyridin-6-yl]methanol CC1CN(CC1)C=1C=C(C=NC1)C=1N=NN(C1)CC=1N=C2N(C=C(C=C2)CO)C1